ClC=1C(=C(C=CC1)CC#N)F 2-(3-chloro-2-fluoro-phenyl)acetonitrile